[Al].[Ba].[B] boron-barium-aluminum